ClC=1C=CC2=C(CCC=3C(=NC=CC3)C2=C2CCN(CC2)C(=O)OCC)C1 ethyl 4-(8-chloro-5,6-dihydro-11H-benzo[5,6]cyclohepta[1,2-b]pyridin-11-ylidene)-1-piperidinecarboxylate